(1R,5S)-1-(pyridin-3-ylsulfonyl)-3-oxabicyclo[3.1.0]hexan-2-one N1=CC(=CC=C1)S(=O)(=O)[C@]12C(OC[C@@H]2C1)=O